NC1C(N(C2=C(C(C1)(F)F)C=C(C(=C2)C=2OC(=NN2)C(C)(S(=O)(=O)C)C)F)CC2=CC=C(C=C2)OC2=CC=CC=C2)=O 3-amino-5,5,7-trifluoro-8-[5-(1-methyl-1-methylsulfonyl-ethyl)-1,3,4-oxadiazol-2-yl]-1-[(4-phenoxyphenyl)methyl]-3,4-dihydro-1-benzazepin-2-one